C(C)N1N=NN=C1NC(C1=C(N=C(C=C1)C(F)(F)F)COCC1=NN(C(=N1)C(F)(F)F)C)=O N-(1-ethyl-1H-tetrazol-5-yl)-2-(((1-methyl-5-(trifluoromethyl)-1H-1,2,4-triazol-3-yl)methoxy)methyl)-6-(trifluoromethyl)nicotinamide